FC1=CC2=C(N(C=N2)CCC2=CC=C(C=C2)OCCC2=CC=C(C=C2)OC2OCCCC2)C=C1 5-Fluoro-1-(4-(4-((tetrahydro-2H-pyran-2-yl)oxy)phenethoxy)phenethyl)-1H-benzo[d]imidazole